FC(OC1=CC=C(C=C1)C1=CN=C2N1C=CN=C2NC2=CC(=C(C=C2)NC(CN2CCN(CC2)CC)=O)C)F N-[4-[[3-[4-(difluoromethoxy)phenyl]imidazo[1,2-a]pyrazin-8-yl]amino]-2-methyl-phenyl]-2-(4-ethylpiperazin-1-yl)acetamide